C(C)(=O)O[C@H]1[C@H](N(C[C@@H]1OC(=O)OC(C)(C)C)C(=O)OC(C)(C)C)CC1=CC=C(C=C1)C=1SC(=NN1)C(F)(F)F tert-butyl (2R,3S,4S)-3-(acetyloxy)-4-[(tert-butoxycarbonyl)oxy]-2-({4-[5-(trifluoromethyl)-1,3,4-thiadiazol-2-yl]phenyl}methyl)pyrrolidine-1-carboxylate